N-benzyl-2-[4-(5,7-dimethoxy-4-oxo-3,4-dihydro-quinazolin-2-yl)-2,6-dimethylphenoxy]acetamide C(C1=CC=CC=C1)NC(COC1=C(C=C(C=C1C)C1=NC2=CC(=CC(=C2C(N1)=O)OC)OC)C)=O